C(C)OC(=O)C=1C(=NC=NC1)OCC 4-ethoxy-pyrimidine-5-carboxylic acid ethyl ester